Methyl 2-(difluoromethyl)-3-methyl-2H-indazole-5-carboxylate FC(N1N=C2C=CC(=CC2=C1C)C(=O)OC)F